2-[4-[3-(3,4-Difluorophenyl)prop-2-enoyl]phenoxy]acetic acid FC=1C=C(C=CC1F)C=CC(=O)C1=CC=C(OCC(=O)O)C=C1